C(#CCCCC#CC=1C=C(C#N)C=CC1)C=1C=C(C#N)C=CC1 3,3'-(hept-1,6-diyne-1,7-diyl)dibenzonitrile